tert-Butyl (S)-(5-(benzyloxy)-1-chloro-2-oxopentan-3-yl)carbamate C(C1=CC=CC=C1)OCC[C@@H](C(CCl)=O)NC(OC(C)(C)C)=O